(2R)-2-amino-3-(pyrrolidine-1-sulfonyl)propanoic acid N[C@H](C(=O)O)CS(=O)(=O)N1CCCC1